FC1(C(C1)C1=CC=CC(=N1)C(=O)NC=1C(=C(C=2N(C1)C=C(N2)C2CCNCC2)F)C(C)(C)O)F 6-(2,2-difluorocyclopropyl)-N-(8-fluoro-7-(2-hydroxypropan-2-yl)-2-(piperidin-4-yl)imidazo[1,2-a]pyridin-6-yl)picolinamide